C[C@H]1CN(CC1)C(=O)N[C@H](C(=O)O)CCN(CCCCC1=NC=2NCCCC2C=C1)CCOC1=CC=CC=C1 (2S)-2-[[(3R)-3-methylpyrrolidine-1-carbonyl]amino]-4-[2-phenoxyethyl-[4-(5,6,7,8-tetrahydro-1,8-naphthyridin-2-yl)butyl]amino]butanoic acid